trisodium triphosphate salt [O-]P([O-])(=O)OP(=O)([O-])OP(=O)(O)O.[Na+].[Na+].[Na+]